O1[C@@H](COCC1)COC1=CC(=NC=C1[N+](=O)[O-])F 4-{[(2S)-1,4-dioxan-2-yl]methoxy}-2-fluoro-5-nitropyridine